4-(3-phenoxybenzyl)piperazine-1-carbonyl chloride O(C1=CC=CC=C1)C=1C=C(CN2CCN(CC2)C(=O)Cl)C=CC1